FC1=CC2=C(NC(=N2)CN2C(C(=CC=C2)NC([C@@H](CC\C=C\C(N2CCCC2)=O)CN(C([O-])=O)C)=O)=O)C(=C1)CC(C)(C)C (S,E)-1-((1-((5-Fluoro-7-neopentyl-1H-benzo[d]imidazol-2-yl)methyl)-2-oxo-1,2-dihydropyridin-3-yl)amino)-1,7-dioxo-7-(pyrrolidin-1-yl)hept-5-en-2-yl-dimethylcarbamat